4-epoxycyclohexylethyl-pentamethylcyclotrisiloxane C12(C(CCCC1)O2)CC[Si]2(O[Si](O[Si](O2)(C)C)(C)C)C